tetrahydro-phenanthrenol C1(CCCC=2C3=CC=CC=C3C=CC12)O